FC=1C(=CC=2C3=C(C=NC2C1)N(C(C31CC(C1)OC(C)C)=O)C)C=1C=C(C(=NC1)OCCNC(C)C)NS(=O)(=O)C trans-N-(5-(7'-Fluoro-3-isopropoxy-3'-methyl-2'-oxo-2',3'-dihydrospiro[cyclobutane-1,1'-pyrrolo[2,3-c]quinolin]-8'-yl)-2-(2-(isopropylamino)ethoxy)pyridin-3-yl)methanesulfonamide